NC=1SC2=C(N1)C(=C(C(=C2)C=2C(=C(C(=O)N)C=CC2NS(=O)(=O)C(CO)C)C2=CCC1(CC1)CC2)F)N2CCC(CC2)(F)F (2-amino-4-(4,4-difluoropiperidin-1-yl)-5-fluorobenzo[d]thiazol-6-yl)-4-((2-hydroxy-1-methylethyl)sulfonylamino)-2-(spiro[2.5]oct-5-en-6-yl)benzamide